CC=1C=C2C(C=C(OC2=C(C1)C(C)NC1=C(C(=O)O)C=CC=C1)N1[C@@H](C2=CC=CC=C2C1)C)=O 2-[1-[6-Methyl-2-[(1R)-1-methylisoindolin-2-yl]-4-oxo-chromen-8-yl]ethylamino]benzoic acid